4-[2-(4-aminopiperidin-1-yl)-5-(3-hydroxy-3-methylbut-1-yn-1-yl)-1,3-thiazol-4-yl]benzonitrile NC1CCN(CC1)C=1SC(=C(N1)C1=CC=C(C#N)C=C1)C#CC(C)(C)O